N-(5-bromo-2-chloro-4-methylphenyl)-3,3-dimethoxypropanamide BrC=1C(=CC(=C(C1)NC(CC(OC)OC)=O)Cl)C